N-(3-(trifluoromethyl)phenyl)-4-morpholinyl-6-((6-(trifluoromethyl)pyridin-2-yl)oxy)-[1,3,5]triazin-2-amine FC(C=1C=C(C=CC1)NC1=NC(=NC(=N1)N1CCOCC1)OC1=NC(=CC=C1)C(F)(F)F)(F)F